rac-((1S,2S)-2-(2-chloro-4-fluorophenyl)-4,4-dimethylcyclohexyl)(5,5-difluoro-2,7-diazaspiro[3.5]nonan-7-yl)methanone trifluoroacetic acid salt FC(C(=O)O)(F)F.ClC1=C(C=CC(=C1)F)[C@@H]1[C@H](CCC(C1)(C)C)C(=O)N1CC(C2(CNC2)CC1)(F)F |r|